ethyl-2-(3-(1-methyl-1H-pyrazol-3-yl)phenyl)-6-(pyrimidin-4-yl)-9H-purine C(C)N1C2=NC(=NC(=C2N=C1)C1=NC=NC=C1)C1=CC(=CC=C1)C1=NN(C=C1)C